2-Methyl-2,3,4,5-tetrahydrobenzo[f][1,4]oxazepine CC1OC2=C(CNC1)C=CC=C2